C(C)OC=1C(=C(C=CC=2C=C(C(=CC2)O)O)C=C(C1)O)CC=C(C)C 4-(3-ethoxy-5-hydroxy-2-(3-methylbut-2-en-1-yl)styryl)benzene-1,2-diol